(R)-7-ethoxy-6-methoxy-1-(2-morpholinoethyl)-3,4-dihydroisoquinolin-2(1H)-formaldehyde C(C)OC1=C(C=C2CCN([C@@H](C2=C1)CCN1CCOCC1)C=O)OC